COC(=O)C1=CSC=2C1=NC(=C(C2C(F)(F)F)C)O[C@@H]2[C@@H](CN(CC2)C(=O)OC(C)(C)C)F 5-((cis-1-(tert-Butoxycarbonyl)-3-fluoropiperidin-4-yl)oxy)-6-methyl-7-(trifluoromethyl)thieno[3,2-b]pyridine-3-carboxylic acid methyl ester